1-hydroxy-7-(trimethylsilyl)hept-6-yn-3-one OCCC(CCC#C[Si](C)(C)C)=O